antimony(III) butoxide [O-]CCCC.[Sb+3].[O-]CCCC.[O-]CCCC